1-(4-bromo-3-methylphenyl)cyclopropane-1-carbonitrile BrC1=C(C=C(C=C1)C1(CC1)C#N)C